triethylene glycol-bis{3-(3-tert-butyl-5-methyl-4-hydroxyphenyl) propionate} C(C)(C)(C)C=1C=C(C=C(C1O)C)CCC(=O)OCCOCCOCCOC(CCC1=CC(=C(C(=C1)C)O)C(C)(C)C)=O